tert-butyl (3aR,6aS)-5-(6-chloro-2-pyrrolidin-1-ylpyrimidin-4-yl)hexahydropyrrolo[3,4-c]pyrrole-2(1H)-carboxylate ClC1=CC(=NC(=N1)N1CCCC1)N1C[C@@H]2[C@H](C1)CN(C2)C(=O)OC(C)(C)C